CO[C@H]1C[C@H](CC1)CN1CC(NC2=NC=C(N=C21)C=2C(=NC(=CC2)C2=NN=CN2)C)=O 4-(((1S,3R)-3-methoxycyclopentyl)methyl)-6-(2-methyl-6-(4H-1,2,4-triazol-3-yl)pyridin-3-yl)-3,4-dihydropyrazino[2,3-b]pyrazin-2(1H)-one